2-cyclohexyl-N-(((2S,5R)-6-hydroxy-7-oxo-1,6-diazabicyclo[3.2.1]oct-2-yl)(imino)methyl)acetamide C1(CCCCC1)CC(=O)NC(=N)[C@H]1N2C(N([C@H](CC1)C2)O)=O